4-(2-acryloyl-2,6-diazaspiro[3.4]octan-6-yl)-2-(1-methyl-1H-imidazol-4-yl)-6-(5-methyl-1H-indazol-4-yl)pyrimidine-5-carbonitrile C(C=C)(=O)N1CC2(C1)CN(CC2)C2=NC(=NC(=C2C#N)C2=C1C=NNC1=CC=C2C)C=2N=CN(C2)C